ClC=1C=C(C(=O)NCC2=C(C=CC3=C2N(C=N3)C)OC)C=CC1C 3-chloro-N-((6-methoxy-1-methyl-1H-benzimidazol-7-yl)methyl)-4-methylbenzamide